C(#N)C1=CC(=C(O[C@H](C(=O)OC)C)C=C1)C(CC)(F)F methyl (2s)-2-[4-cyano-2-(1,1-difluoropropyl)phenoxy]propanoate